methyl 3-((5-fluoro-4-(3-(2-methoxypyridin-4-yl)phenyl)pyrimidin-2-yl)amino)cyclohexane-1-carboxylate FC=1C(=NC(=NC1)NC1CC(CCC1)C(=O)OC)C1=CC(=CC=C1)C1=CC(=NC=C1)OC